2-ETHYNYL-BENZOIC ACID C(#C)C1=C(C(=O)O)C=CC=C1